C(#N)C1=NC(=CC=C1N1C[C@H](CC(C1)(F)F)CC(=O)O)C=1N=NN(C1CN1C(C=CC(=C1)CCC)=O)C (S)-2-(1-(2-cyano-6-(1-methyl-5-((2-oxo-5-propylpyridin-1(2H)-yl)methyl)-1H-1,2,3-triazol-4-yl)pyridin-3-yl)-5,5-difluoropiperidin-3-yl)acetic acid